tert-Butyl 4-bromo-3-formyl-1H-indole-1-carboxylate BrC1=C2C(=CN(C2=CC=C1)C(=O)OC(C)(C)C)C=O